2-amino-N-[(3S,4R)-4-{[4-(1-methyl-1H-indol-5-yl)phenyl]methoxy}oxolan-3-yl]-5-(1-methyl-1H-pyrazol-4-yl)pyridine-3-carboxamide NC1=NC=C(C=C1C(=O)N[C@H]1COC[C@@H]1OCC1=CC=C(C=C1)C=1C=C2C=CN(C2=CC1)C)C=1C=NN(C1)C